C(C)C1C(C1CC)CO diethyl-2-(hydroxymethyl)cyclopropane